4-(4-phenoxyanilino)pyrimidine-2-carboxylic acid O(C1=CC=CC=C1)C1=CC=C(NC2=NC(=NC=C2)C(=O)O)C=C1